CN(C)CC1=C(C=CC(=N1)NC=1C=CC(=C2CNC(C12)=O)C1=CN=C2N1C=CN=C2)[C@@H]2COCC2 (R)-7-((6-((dimethyl-amino)methyl)-5-(tetrahydrofuran-3-yl)pyridin-2-yl)amino)-4-(imidazo[1,2-a]pyrazin-3-yl)isoindolin-1-one